2-((1r,4r)-4-(2-(3-hydroxy-3-phenylpyrrolidine-1-carbonyl)imidazo[4,5-d]pyrrolo[2,3-b]pyridin-1(6H)-yl)cyclohexyl)acetonitrile OC1(CN(CC1)C(=O)C1=NC=2C(=C3C(=NC2)NC=C3)N1C1CCC(CC1)CC#N)C1=CC=CC=C1